1,1-bis(2-hydroxyphenyl)undecane OC1=C(C=CC=C1)C(CCCCCCCCCC)C1=C(C=CC=C1)O